[Nε-(2,4-dinitrophenyl)]-L-lysine amide [N+](=O)([O-])C1=C(C=CC(=C1)[N+](=O)[O-])NCCCC[C@H](N)C(=O)N